Methyl 2-(6-Iodo-5-methoxy-4-oxo-4H-chromen-2-yl)-2-methylpropanoate IC=1C(=C2C(C=C(OC2=CC1)C(C(=O)OC)(C)C)=O)OC